[Fe].[Ni] nickel-iron